6-bromo-3-methylquinoline BrC=1C=C2C=C(C=NC2=CC1)C